2'-chloro-N-[6-(4-hydroxypiperidin-1-yl)-[1,3]thiazolo[4,5-c]pyridin-2-yl]-5'-methoxy-6-methyl-[4,4'-bipyridine]-3-carboxamide ClC1=NC=C(C(=C1)C1=C(C=NC(=C1)C)C(=O)NC=1SC2=C(C=NC(=C2)N2CCC(CC2)O)N1)OC